2-[5-(Difluoromethyl)-1,3,4-oxadiazol-2-yl]-N-(2,4-dimethoxybenzyl)-5-nitrobenzenesulfonamide FC(C1=NN=C(O1)C1=C(C=C(C=C1)[N+](=O)[O-])S(=O)(=O)NCC1=C(C=C(C=C1)OC)OC)F